benzyl (3aR,5S,6aS)-3a,5-dihydroxyhexahydrocyclopenta[c]pyrrole-2(1h)-carboxylate O[C@]12[C@H](CN(C1)C(=O)OCC1=CC=CC=C1)C[C@@H](C2)O